2-Cyanoethyl (4-((S)-2-(2,2,2-trifluoroacetamido)propanamido)benzyl) ((E)-5-hydroxy-4-methylpent-3-en-1-yl)phosphonate OC/C(=C/CCP(OCCC#N)(OCC1=CC=C(C=C1)NC([C@H](C)NC(C(F)(F)F)=O)=O)=O)/C